ClC1=C(C=C(C=C1)C=1C(=O)NC(C1)=O)C=1C(=O)NC(C1)=O (4-chloro-1,3-phenylene)bismaleimide